BrCC(=O)C1=CC=C(C=C1)C(F)(F)F L-2-bromo-4'-(trifluoromethyl)acetophenone